morpholino((1R,4r)-4-(4-((R)-3-((2,5,7-trimethyl-[1,2,4]triazolo[1,5-a]pyrimidin-6-yl)oxy)pyrrolidin-1-yl)phenyl)cyclohexyl)methanone O1CCN(CC1)C(=O)C1CCC(CC1)C1=CC=C(C=C1)N1C[C@@H](CC1)OC=1C(=NC=2N(C1C)N=C(N2)C)C